(S)-2-((4-(6-((4-acetyl-3-fluorobenzyl)oxy)pyridine-2-yl)piperidin-1-yl)methyl)-1-(oxetan-2-ylmethyl)-1H-benzo[d]imidazole-6-carboxylic acid C(C)(=O)C1=C(C=C(COC2=CC=CC(=N2)C2CCN(CC2)CC2=NC3=C(N2C[C@H]2OCC2)C=C(C=C3)C(=O)O)C=C1)F